N-(4-bromo-2-cyclopropyl-5-methylphenyl)-1-methyl-4H,5H,6H-cyclopenta[c]pyrazol-3-amine BrC1=CC(=C(C=C1C)NC=1C2=C(N(N1)C)CCC2)C2CC2